2,2'-(2,2'-dichloro-[1,1'-biphenyl]-3,3'-diyl)bis(5-(((2s,4r)-4-hydroxypyrrolidin-2-yl)methyl)-6-methylpyrazolo[1,5-a]pyrazin-4(5H)-one) ClC1=C(C=CC=C1C1=NN2C(C(N(C(=C2)C)C[C@H]2NC[C@@H](C2)O)=O)=C1)C1=C(C(=CC=C1)C1=NN2C(C(N(C(=C2)C)C[C@H]2NC[C@@H](C2)O)=O)=C1)Cl